ClC1=CC=C(C=C1)C1=NN(C(=C1)OCC1=C(C=CC=C1)C(C(=O)[O-])=COC)C 2-[[[3-(4-chlorophenyl)-1-methyl 1H-pyrazol-5-yl]oxy]methyl]-α-(methoxy-methylene)benzeneacetate